(S)-1-(3-carbamoyl-2-chloro-6-fluorobenzyl)-3,4-dimethyl-2-oxo-N-(2,4,6-trifluorobenzyl)-1,2,3,4-tetrahydro-quinazoline-7-carboxamide C(N)(=O)C=1C(=C(CN2C(N([C@H](C3=CC=C(C=C23)C(=O)NCC2=C(C=C(C=C2F)F)F)C)C)=O)C(=CC1)F)Cl